ClC1=CC=CC(=N1)CN1CCN(CCCN(CCN(CCC1)CC(=O)O)CC(=O)O)CC(=O)O 2,2',2''-(11-((6-chloropyridin-2-yl)methyl)-1,4,8,11-tetraazacyclotetradec-1,4,8-triyl)triacetic acid